tert-Butyl 4-[(3-methylsulfonylphenyl)-(3-pyridyl)methyl]piperidine-1-carboxylate CS(=O)(=O)C=1C=C(C=CC1)C(C1CCN(CC1)C(=O)OC(C)(C)C)C=1C=NC=CC1